CN1CCN(CC1)CC1=CC=C(NC2=NC(=NC=C2C(=O)OCC)SC)C=C1 ethyl 4-[4-[(4-methylpiperazin-1-yl) methyl] anilino]-2-methylsulfanyl-pyrimidine-5-carboxylate